(trimethylsilyl-propyl)hexyl-dimethyl-ammonium chloride [Cl-].C[Si](C)(C)CCC[N+](C)(C)CCCCCC